5-iodo-1-methyl-3-vinyl-1H-pyrazole IC1=CC(=NN1C)C=C